CC(C=O)CCCCCC=O 2-methyloctane-1,8-dialdehyde